1,3-bis(1,1-dimethylpropyl)imidazolium iodide [I-].CC(CC)(C)N1C=[N+](C=C1)C(CC)(C)C